3-(difluoromethoxy)-4-{[3-(8-{[(3S,4R)-3-fluoro-1-methylpiperidin-4-yl]amino}-3-[(trifluoromethyl)sulfanyl]imidazo[1,2-a]pyridin-2-yl)prop-2-yn-1-yl]amino}-N-methylbenzamide FC(OC=1C=C(C(=O)NC)C=CC1NCC#CC=1N=C2N(C=CC=C2N[C@H]2[C@H](CN(CC2)C)F)C1SC(F)(F)F)F